acryloyloxyheptadecylchlorodimethylsilane C(C=C)(=O)OCCCCCCCCCCCCCCCCC[Si](C)(C)Cl